6-(4'-chloro-[1,1'-biphenyl]-4-yl)-N,N-diphenylpyren-1-amine ClC1=CC=C(C=C1)C1=CC=C(C=C1)C1=C2C=CC3=CC=C(C4=CC=C(C=C1)C2=C43)N(C4=CC=CC=C4)C4=CC=CC=C4